Methyl 3-(3-(2-(3-((4-((tert-butylamino)methyl)-1H-indol-5-yl)oxy)phenyl)-1H-imidazole-5-carbonyl)phenyl)propanoate C(C)(C)(C)NCC1=C2C=CNC2=CC=C1OC=1C=C(C=CC1)C=1NC(=CN1)C(=O)C=1C=C(C=CC1)CCC(=O)OC